4-((5-chloropyrimidin-2-yl)oxy)-3-fluorobenzonitrile ClC=1C=NC(=NC1)OC1=C(C=C(C#N)C=C1)F